1-(6-bromo-3-hydroxy-pyrazin-2-yl)-3-[(3R)-3-piperidyl]thiourea BrC1=CN=C(C(=N1)NC(=S)N[C@H]1CNCCC1)O